2-(4-chloro-2-(trifluoromethyl)benzyl)-1-(2-hydroxyethyl)-1H-indole-5-carboxylic acid ClC1=CC(=C(CC=2N(C3=CC=C(C=C3C2)C(=O)O)CCO)C=C1)C(F)(F)F